2-(2-hydroxybicyclo[2.2.1]heptan-2-yl)acetic acid OC1(C2CCC(C1)C2)CC(=O)O